ethyl (E)-3-(2-((4-(6-((4-chloro-2-fluorobenzyl)oxy)pyridin-2-yl)piperidin-1-yl)methyl)-1-(2-methoxyethyl)-1H-imidazol-5-yl)acrylate ClC1=CC(=C(COC2=CC=CC(=N2)C2CCN(CC2)CC=2N(C(=CN2)/C=C/C(=O)OCC)CCOC)C=C1)F